8-phenyl-isoquinoline C1(=CC=CC=C1)C=1C=CC=C2C=CN=CC12